(6S,8aR)-6-[8-Amino-1-(4-{(1R)-1-hydroxy-1-[3-(trifluoromethyl)phenyl]ethyl}phenyl)imidazo[1,5-a]pyrazin-3-yl]-1,1-dimethylhexahydroindolizin-3(2H)-on NC=1C=2N(C=CN1)C(=NC2C2=CC=C(C=C2)[C@](C)(C2=CC(=CC=C2)C(F)(F)F)O)[C@@H]2CN1C(CC([C@H]1CC2)(C)C)=O